C1=CC=C(C=2SC3=C(C21)C=CC=C3)C=3C=CC=2C1(C4=CC=CC=C4C2C3)C3=CC=CC=C3N(C=3C=CC=CC31)C3=CC=CC=C3 3'-(dibenzothiophen-4-yl)-10-phenyl-10H-Spiro[acridine-9,9'-fluorene]